C(=C)C=1CC(CC(C(=O)O)(C1)CCC)(C(=O)O)CCC 5-vinyl-1,3-bis(n-propyl)isophthalic acid